(R,S)-1-(pyridin-2-yl)-1-(3-(4,4,5,5-tetramethyl-1,3,2-dioxaborolan-2-yl)phenyl)ethan-1-ol N1=C(C=CC=C1)[C@](C)(O)C1=CC(=CC=C1)B1OC(C(O1)(C)C)(C)C